N[C@H](C(=O)NCCC1=CC=C(C=C1)O)CO (S)-2-Amino-3-hydroxy-N-(4-hydroxyphenethyl)-propanamide